nonadecyl 4-chlorobutyrate ClCCCC(=O)OCCCCCCCCCCCCCCCCCCC